2-(3-(1H-pyrazol-3-yl)propyl)-1,2,3,4-tetrahydro-1,8-naphthyridine N1N=C(C=C1)CCCC1NC2=NC=CC=C2CC1